C1(CC1)CCN1N=NC=C1C(=O)O 1-(2-cyclopropylethyl)-1H-1,2,3-triazole-5-carboxylic acid